C1(CCCCC1)OCOC(=O)C1C2C3C4C=CC(C3C(C1)C2)C4 8-cyclohexyloxymethyloxycarbonyl-tetracyclo[4.4.0.12,5.17,10]-3-dodecene